2,3,4,7-tetrahydro-1H-pyrrolo[2,3-c][2,6]naphthyridine C1C=2C3=C(N=CC2CCN1)NC=C3